[2-(dimethylamino)ethyl](trimethylsilyl)amine CN(CCN[Si](C)(C)C)C